Natrium (S)-3-(3-(5-Chlorothiophen-2-yl)phenyl)-3-(3-(1-methyl-4-oxido-2-oxo-1,2-dihydropyridin-3-yl)ureido)propanoat ClC1=CC=C(S1)C=1C=C(C=CC1)[C@H](CC(=O)[O-])NC(=O)NC=1C(N(C=CC1[O-])C)=O.[Na+].[Na+]